anti-allose O=C[C@H](O)[C@H](O)[C@H](O)[C@H](O)CO